2,3,4,5,6-pentafluorophenylthiophenol FC1=C(C(=C(C(=C1F)F)F)F)C1=C(C=CC=C1)S